Cl.Cl.COC(CN1CCC(CC1)N)=O 4-amino-1-piperidineacetic acid methyl ester dihydrochloride